C(C1=CC=CC=C1)OC([C@H](C)NCCCCCCCCCCCCCCC(=O)OC(C)(C)C)=O tert-butyl (S)-15-((1-(benzyloxy)-1-oxopropane-2-yl)amino)pentadecanoate